ClC1=NC=C(C(=C1)C1=C(C=NC(=C1)C)C(=O)NC=1SC(=NN1)O[C@H]1CN(C[C@H](C1)F)C(C)C)OC 2'-chloro-N-(5-(((3R,5S)-5-fluoro-1-isopropylpiperidin-3-yl)oxy)-1,3,4-thiadiazol-2-yl)-5'-methoxy-6-methyl-[4,4'-bipyridine]-3-carboxamide